OC1=CC=C(C=C1)C(C=CC1=CC=C(C=C1)O)=O 1,3-bis(4-hydroxyphenyl)-2-propen-1-one